Cl.N[C@H]1[C@H](CC2=CC=CC=C12)NC(=O)C1=CN(CCS1)C1=C2C(=NC=C1)NC=C2C N-((1R,2S)-1-amino-2,3-dihydro-1H-inden-2-yl)-4-(3-methyl-1H-pyrrolo[2,3-b]pyridin-4-yl)-3,4-dihydro-2H-1,4-thiazine-6-carboxamide hydrochloride